ANTHRACEN C1=CC=CC2=CC3=CC=CC=C3C=C12